C(=O)(OC(C)(C)C)N1CC=2N=CN=C(C2C1)Cl 6-Boc-4-chloro-6,7-dihydro-5H-pyrrolo[3,4-d]pyrimidine